CC(=O)N(C)C=C N-Methyl-N-VINYLACETAMIDE